C(C)(C)(C)C1=CC=C(C=C1)S(=O)NC(C1=C(C=C(C=C1)C1=NOC(C1)(C(F)(F)F)C1=CC(=C(C(=C1)Cl)F)Cl)C)=O N-((4-(tert-butyl)phenyl)sulfinyl)-4-(5-(3,5-dichloro-4-fluorophenyl)-5-(trifluoromethyl)-4,5-dihydroisoxazol-3-yl)-2-methylbenzamide